ClC=1C=CC(=C(C(=O)N2CCC(CC2)N2N=C(C=CC2=O)N2N=C(C=C2C)C)C1)OC 2-[1-(5-chloro-2-methoxybenzoyl)piperidin-4-yl]-6-(3,5-dimethylpyrazol-1-yl)pyridazin-3-one